2-(((5z,8z,11z,14z,17z)-eicosa-5,8,11,14,17-penten-1-yl)oxy)butanoic acid C(CCC\C=C/C\C=C/C\C=C/C\C=C/C\C=C/CC)OC(C(=O)O)CC